2-hydroxy-3-(3-methylbut-2-en-1-yl)-4-(pent-3-yloxy)-6-(4-(trifluoromethyl)styryl)benzoic acid OC1=C(C(=O)O)C(=CC(=C1CC=C(C)C)OC(CC)CC)C=CC1=CC=C(C=C1)C(F)(F)F